ClC=1C(=C2C=NNC2=C(C1F)SCC(=O)N(C)C)C=1N=CC=2N(C1)C=C(N2)NC(=O)C2C(C2)F N-(6-(5-chloro-7-((2-(dimethylamino)-2-oxoethyl)thio)-6-fluoro-1H-indazol-4-yl)imidazo[1,2-a]pyrazin-2-yl)-2-fluorocyclopropane-1-carboxamide